α-dodecene C=CCCCCCCCCCC